4,5-dihydropyrimidine N=1C=NCCC1